CN1N=CC(=C1C(F)(F)F)CC1CC2(CN(C2)C(=O)N2C[C@H](CC2)C(=O)N)C1 (3S)-1-[6-[[1-methyl-5-(trifluoromethyl)pyrazol-4-yl]methyl]-2-azaspiro[3.3]heptane-2-carbonyl]pyrrolidine-3-carboxamide